[[(1R,3S)-3-[[5-[3-(cyclobutylamino)-6-oxo-pyridazin-1-yl]-2-pyridyl]amino]cyclopentyl]methyl]-3-methyl-isoxazole-5-carboxamide C1(CCC1)NC1=NN(C(C=C1)=O)C=1C=CC(=NC1)N[C@@H]1C[C@H](CC1)CC=1C(=NOC1C(=O)N)C